N-(((tert-butyldimethylsilyl)amino)(5-(2-hydroxypropan-2-yl)thiazol-2-yl)(oxo)-λ6-sulfaneylidene)-2-(4-(3-hydroxyoxetan-3-yl)-2,6-diisopropylphenyl)acetamide [Si](C)(C)(C(C)(C)C)NS(=NC(CC1=C(C=C(C=C1C(C)C)C1(COC1)O)C(C)C)=O)(=O)C=1SC(=CN1)C(C)(C)O